FC(S(=O)(=O)[O-])(F)F.O[C@@H]1[C@@H](O[C@@H]([C@@H]1O)CO)[N+]1=CC(=CC=C1)C(=O)OCCCCCCCC 1-((2R,3S,4R,5R)-3,4-dihydroxy-5-(hydroxymethyl)tetrahydrofuran-2-yl)-3-(octyloxycarbonyl)pyridin-1-ium trifluoromethanesulfonate